1-(2-ethylhexyl)carbonylethyl-2-phenylimidazole C(C)C(CC(=O)C(C)C=1N=C(NC1)C1=CC=CC=C1)CCCC